3-methylcyclohexadecane-1,5-dione CC1CC(CCCCCCCCCCCC(C1)=O)=O